C(C1=CC=CC=C1)OC1=C(C(=C(C(=O)OCOC)C(=C1C)C)C)F methoxymethyl 4-(benzyloxy)-3-fluoro-2,5,6-trimethylbenzoate